(2-amino-2-(hydroxyimino)ethyl)(nonyl)phosphinic acid NC(CP(O)(=O)CCCCCCCCC)=NO